8-nitro-5-[3-(trifluoromethyl)phenoxy]quinoline [N+](=O)([O-])C=1C=CC(=C2C=CC=NC12)OC1=CC(=CC=C1)C(F)(F)F